C(C)C1=C(C=C(C(=C1C)Br)C)O ethyl-3,5-dimethyl-4-bromophenol